C(#N)C=1C=C(C=CC1)CC(=O)NC(C(=O)O)CCN(CCCCC1=NC=2NCCCC2C=C1)CCOC1=CC=CC=C1 2-[[2-(3-cyanophenyl)acetyl]amino]-4-[2-phenoxyethyl-[4-(5,6,7,8-tetrahydro-1,8-naphthyridin-2-yl)butyl]amino]butanoic acid